2-(2,6-dichlorophenyl)-5-((1-(methylsulfonyl)-1H-pyrazol-4-yl)amino)-2H-1,2,3-triazole-4-carboxamide ClC1=C(C(=CC=C1)Cl)N1N=C(C(=N1)C(=O)N)NC=1C=NN(C1)S(=O)(=O)C